C(C)(=O)OC[C@H](C[C@@H]1N(CCC2=C1NC1=CC=C(C=C21)Cl)C2=NC(=NC(=N2)C(F)(F)F)C(F)(F)F)O (2S)-3-{(1S)-2-[4,6-bis(trifluoromethyl)-1,3,5-triazin-2-yl]-6-chloro-2,3,4,9-tetrahydro-1H-pyrido[3,4-b]indol-1-yl}-2-hydroxypropyl acetate